C(CC)N1N=CC(=C1)C1=CC=C(C=C1)C1=NOC(C1)(O)C(F)(F)F 3-[4-(1-propylpyrazol-4-yl)phenyl]-5-(trifluoromethyl)-4H-1,2-oxazol-5-ol